C(C)(C)(C)N1C2(CC2CC1)C1=C(C=CC(=C1)F)OCC1=CC=CC=C1 tert-butyl-1-(2-(benzyloxy)-5-fluorophenyl)-2-azabicyclo[3.1.0]Hexane